1-methyl-1-phenylethyl-4-(1,1,3,3-tetramethylbutyl)phenol CC(C)(C1=CC=CC=C1)C1=C(C=CC(=C1)C(CC(C)(C)C)(C)C)O